5-(3-((1S)-1-(bis(2-hydroxyethyl)amino)-2,3-dihydro-1H-inden-4-yl)-1,2,4-oxadiazol-5-yl)-2-(difluoromethoxy)benzonitrile OCCN([C@H]1CCC2=C(C=CC=C12)C1=NOC(=N1)C=1C=CC(=C(C#N)C1)OC(F)F)CCO